C(#N)C1=C(C=CC=C1)CC(C(=O)N)([Se]C1=CC=C(C=C1)C)C (2-cyanophenyl)-2-methyl-2-(p-tolylseleno)propionamide